α-glycidoxypropylmethyldimethoxysilane C(C1CO1)OC(CC)[Si](OC)(OC)C